1,3,2-diazastannolidin N1[SnH2]NCC1